N-(6-amino-5-ethylpyridin-3-yl)-2-((2S,5R)-2-(4-fluorophenyl)-5-methyl-4-(1-(trifluoromethyl)cyclopropanecarbonyl)piperazin-1-yl)-2-oxoacetamide NC1=C(C=C(C=N1)NC(C(=O)N1[C@H](CN([C@@H](C1)C)C(=O)C1(CC1)C(F)(F)F)C1=CC=C(C=C1)F)=O)CC